CN(CCO[C@H]1CN2C(NC(C3=CC(=C(C(=C23)SC1)C1=CC=C(C=C1)F)C(F)(F)F)=O)=O)C (S)-3-(2-(dimethylamino)ethoxy)-11-(4-fluorophenyl)-10-(trifluoromethyl)-3,4-dihydro-2H,6H-[1,4]thiazepino[2,3,4-ij]quinazoline-6,8(7H)-dione